C(C(=C)C)(=O)OC1=CC=C(C(=O)C2=CC=C(C=C2)Br)C=C1 4-methacryloyloxy-4'-bromobenzophenone